C(C)[C@]1(C(OCC=2C(N3CC=4C(=NC=5C=C(C(=C6C5C4[C@H](CC6)NC(C(CCO)(C)C)=O)C)F)C3=CC21)=O)=O)O N-((1S,9S)-9-ethyl-5-fluoro-9-hydroxy-4-methyl-10,13-dioxo-2,3,9,10,13,15-hexahydro-1H,12H-benzo[de]pyrano[3',4':6,7]indolizino[1,2-b]quinolin-1-yl)-4-hydroxy-2,2-dimethylbutanamide